N1C(NC=2N=CNC2C1=O)=O (E)-2,3,6,7-tetrahydro-1H-purine-2,6-dione